BrC1=NN(C(=N1)Br)CC(C)=O 1-(3,5-dibromo-1,2,4-triazol-1-yl)propan-2-one